5-((2-Aminoethyl)amino)-2-methyl-N-(1-(naphthalen-1-yl)cyclopropyl)benzamide NCCNC=1C=CC(=C(C(=O)NC2(CC2)C2=CC=CC3=CC=CC=C23)C1)C